6-(5-(trifluoromethyl)thiophen-2-yl)benzoic acid FC(C1=CC=C(S1)C1=CC=CC=C1C(=O)O)(F)F